[4-[(E)-[(1,1-dioxo-1,2-benzothiazol-3-yl)-isobutyl-hydrazono]methyl]-2-ethoxyphenyl]boronic acid O=S1(N=C(C2=C1C=CC=C2)N(\N=C\C2=CC(=C(C=C2)B(O)O)OCC)CC(C)C)=O